(3R,5'S)-1'-(N-(4,6-difluoro-1H-indole-2-carbonyl)-N-methyl-L-leucyl)-5-(morpholine-4-carbonyl)-2-oxospiro[indoline-3,3'-pyrrolidine]-5'-carboxamide FC1=C2C=C(NC2=CC(=C1)F)C(=O)N([C@@H](CC(C)C)C(=O)N1C[C@]2(C[C@H]1C(=O)N)C(NC1=CC=C(C=C12)C(=O)N1CCOCC1)=O)C